(S)-7-fluoro-4-prolyl-3,4-dihydro-2H-benzo[b][1,4]oxazine FC=1C=CC2=C(OCCN2C([C@H]2NCCC2)=O)C1